FC1=CC=C(C=C1)C(C)C=1C2=C(C(N(C1)C)=O)N(C=C2)S(=O)(=O)C2=CC=C(C)C=C2 4-(1-(4-fluorophenyl)ethyl)-6-methyl-1-p-toluenesulfonyl-1,6-dihydro-7H-pyrrolo[2,3-c]pyridin-7-one